(S)-morpholino(1,2,3,4-tetrahydroisoquinolin-3-yl)methanone O1CCN(CC1)C(=O)[C@H]1NCC2=CC=CC=C2C1